NC=1SC=C(N1)C=1C=C(C#N)C=CC1 3-(2-Aminothiazol-4-yl)benzonitrile